C(C)(C)[C@H]1CO[C@@]23CCN(C[C@H]3CCC(N21)=O)CC2=CC=C(C=C2)N2CCC(CC2)OC2=CC=C(C=C2)OC(F)(F)F (3S,7aR,11aR)-3-isopropyl-9-[[4-[4-[4-(trifluoromethoxy)phenoxy]-1-piperidyl]phenyl]methyl]-2,3,6,7,7a,8,10,11-octahydrooxazolo[2,3-j][1,6]naphthyridin-5-one